C(#N)C=1C=NN(C1)[C@@H]1[C@H](CC1)C=1NC(C2=C(N1)N(N=C2C#N)[C@@H](C)C=2C=NC(=CC2)C(F)(F)F)=O 6-((1S,2S)-2-(4-Cyano-1H-pyrazol-1-yl)cyclobutyl)-4-oxo-1-((S)-1-(6-(trifluoromethyl)pyridin-3-yl)ethyl)-4,5-dihydro-1H-pyrazolo[3,4-d]pyrimidin-3-carbonitril